CN1C[C@@H](CCC1)NC=1C=2N(C(=NN1)C1=CC=C(C=C1)C(F)(F)F)C=CN2 (R)-N-(1-methylpiperidin-3-yl)-5-(4-(trifluoromethyl)phenyl)imidazo[1,2-d][1,2,4]triazin-8-amine